C(CCC)C=1C(=C(C=C(C1O)C)P(O)(O)O)CCCC.C1(=CC=CC=C1)O.C1(=CC=CC=C1)O bisphenol C-(di-butyl-4-hydroxy-5-methylphenyl)phosphite